(2-(2,6-dioxopiperidin-3-yl)-3-oxo isoindolin-5-yl)methyl (2,5-difluoro-4-methylphenyl)carbamate FC1=C(C=C(C(=C1)C)F)NC(OCC=1C=C2C(N(CC2=CC1)C1C(NC(CC1)=O)=O)=O)=O